BrC(C#N)C1=NC(=CC=C1)F 2-bromo-2-(6-fluoropyridin-2-yl)acetonitrile